8-(3-(2,6-Dioxopiperidin-3-yl)-2-oxo-2,3-dihydro-1H-benzo[d]imidazol-1-yl)octanoic acid O=C1NC(CCC1N1C(N(C2=C1C=CC=C2)CCCCCCCC(=O)O)=O)=O